C(C)(=O)C=1C(=NC(=NC1)NC(=O)C1CC1)NC1=C(C(=CC=C1)C1=NN(C=N1)C)OC N-(5-acetyl-4-((2-methoxy-3-(1-methyl-1H-1,2,4-triazol-3-yl)phenyl)amino)pyrimidin-2-yl)cyclopropanecarboxamide